COC(=O)C=1C=C(C2=C(N(C(=N2)NC2=C(C=C(C=C2)Br)F)C)C1)F ((4-bromo-2-fluorophenyl)amino)-4-fluoro-1-methyl-1H-benzimidazole-6-carboxylic acid methyl ester